COC(C(C1=C(C=CC(=C1)F)C1COCC1)Br)=O 2-bromo-2-(5-fluoro-2-(tetrahydrofuran-3-yl)phenyl)acetic acid methyl ester